1-(4-(2,2-difluoropropyl)-2,5-dimethoxyphenyl)butan-2-amine FC(CC1=CC(=C(C=C1OC)CC(CC)N)OC)(C)F